C(#N)[C@@H]1C[C@@]2(CN1C([C@H](CC1=CC=C(C=C1)F)NC(CC(C)(C)C)=O)=O)C(NC1=CC=CC=C12)=O (S)-1-(((S)-1-((3R,5'S)-5'-cyano-2-oxospiro[indoline-3,3'-Pyrrolidine]-1'-yl)-3-(4-fluorophenyl)-1-oxopropan-2-yl)amino)-3,3-dimethyl-1-oxobutane